CC=1N=C(N2N=CNC(C21)=O)C 5,7-dimethyl-3H,4H-imidazo[4,3-f][1,2,4]Triazin-4-one